N-(8-bromo-[1,2,4]triazolo[4,3-a]pyridin-6-yl)-2-(2-cyclopropyl-4-isopropyl-7-oxothiazolo[4,5-d]pyridazin-6(7H)-yl)acetamide BrC=1C=2N(C=C(C1)NC(CN1N=C(C3=C(C1=O)SC(=N3)C3CC3)C(C)C)=O)C=NN2